FC=1C=C(C=C(C1)F)[C@H]1N(OCC1)C(=O)[C@@H]1CC[C@H](CC1)CN1C=NC(=C1C#N)C trans-1-((4-((S)-3-(3,5-difluorophenyl)isoxazolidine-2-carbonyl)cyclohexyl)methyl)-4-methyl-1H-imidazole-5-carbonitrile